4-isopropyl-N-methyl-5-(8-methyl-[1,2,4]triazolo[1,5-a]pyridin-6-yl)-N-(pyridin-3-ylmethyl)-1H-pyrazole-3-carboxamide C(C)(C)C=1C(=NNC1C=1C=C(C=2N(C1)N=CN2)C)C(=O)N(CC=2C=NC=CC2)C